1-isopropylpiperazine C(C)(C)N1CCNCC1